O[C@@H]1[C@@H](CCC1)OCC1=CC(=C2CN(C(C2=C1)=O)C=1C=C(C=CC1)C1=C(C=CC=C1)C1=NN=CN1C)C(F)(F)F 6-((((1R,2S)-2-Hydroxycyclopentyl)oxy)methyl)-2-(2'-(4-methyl-4H-1,2,4-triazol-3-yl)-[1,1'-biphenyl]-3-yl)-4-(trifluoromethyl)isoindolin-1-one